NC=1SC=C(N1)C(C)(O)C1=CC=C(C=C1)Br 1-(2-aminothiazol-4-yl)-1-(4-bromophenyl)ethan-1-ol